4-(2-(3-methoxybenzylidene)hydrazino)-2-(prop-2-yn-1-ylthio)-6-(trifluoromethyl)pyrimidine COC=1C=C(C=NNC2=NC(=NC(=C2)C(F)(F)F)SCC#C)C=CC1